4-Amino-2-Hydroxytoluene Sodium Hydrosulfite Sodium Sulfite S(=O)([O-])[O-].[Na+].S(=O)(O)S(=O)O.[Na+].NC1=CC(=C(C)C=C1)O